N,5,6-trimethoxy-N-methylbenzo[b]thiophene-2-carboxamide CON(C(=O)C1=CC2=C(S1)C=C(C(=C2)OC)OC)C